(2S,3R)-3-tert-butyl-2-(di-tert-butyl-phosphino)-4-methoxy-2,3-dihydrobenzo[d][1,3]oxaphosphole C(C)(C)(C)[P@]1[C@@H](OC2=C1C(=CC=C2)OC)P(C(C)(C)C)C(C)(C)C